[O-]CC.C(C)[Al+2].[O-]CC.[O-]CC.C(C)[Al+2] ethylaluminum sesquiethoxide